C(C)C1=C(C=C(C(=C1)O)F)C1=CC=C2C(=NNC2=C1)C1=NC2=C(N1)CN(C2)C(=O)C=2N=NC=CC2 (2-(6-(2-ethyl-5-fluoro-4-hydroxyphenyl)-1H-indazol-3-yl)-pyrrolo[3,4-d]imidazole-5(1H,4H,6H)-yl)(pyridazin-3-yl)methanone